2-(N,N-dimethyl-amino)ethanol CN(C)CCO